C(N)(=O)C=1C(=NC(=NC1)N1CCN(CCC1)C(=O)OC(C)(C)C)NC1=C(C=CC=C1)OC tert-butyl 4-(5-carbamoyl-4-((2-methoxyphenyl)amino)pyrimidin-2-yl)-1,4-diazepane-1-carboxylate